2-amino-2-(hydroxyiminoethyl)piperazine-1-carboxylic acid tert-butyl ester C(C)(C)(C)OC(=O)N1C(CNCC1)(CC=NO)N